bis(4-((10-hexyl-10H-phenothiazin-3-yl)ethynyl)phenyl)methanone C(CCCCC)N1C2=CC=CC=C2SC=2C=C(C=CC12)C#CC1=CC=C(C=C1)C(=O)C1=CC=C(C=C1)C#CC=1C=CC=2N(C3=CC=CC=C3SC2C1)CCCCCC